N-(2-carbamoyl-4-cyano-6-methyl-phenyl)-2-(3-chloro-2-pyridyl)-5-(difluoromethyl)pyrazole-3-carboxamide C(N)(=O)C1=C(C(=CC(=C1)C#N)C)NC(=O)C=1N(N=C(C1)C(F)F)C1=NC=CC=C1Cl